((4aR,6aS,7S)-4a,6a-dimethyl-2-oxo-2,4a,4b,5,6,6a,7,8,9,9a,9b,10,11,11a-tetradecahydro-1H-indeno[5,4-f]quinolin-7-yl)methyl 2-((4-methylbenzyl)oxy)acetate CC1=CC=C(COCC(=O)OC[C@H]2CCC3[C@@]2(CCC2[C@]4(C=CC(NC4CCC23)=O)C)C)C=C1